(Z)-benzyl 2-oxo-5-phenyl-2,3-dihydro-1H-benzo[e][1,4]diazepin-3-ylcarbamate O=C1C(\N=C(/C2=C(N1)C=CC=C2)\C2=CC=CC=C2)NC(OCC2=CC=CC=C2)=O